N-(5-chloro-6-(trifluoromethyl)pyridin-2-yl)-1H-indol-6-amine ClC=1C=CC(=NC1C(F)(F)F)NC1=CC=C2C=CNC2=C1